(S)-2-((2S,3R)-3-amino-2-hydroxy-4-phenylbutylamino)-4-methylpentanoic acid N[C@@H]([C@H](CN[C@H](C(=O)O)CC(C)C)O)CC1=CC=CC=C1